The molecule is a galactosylceramide obtained by formal condensation of the carboxy group of icosanoic acid with the amino group of beta-D-galactosyl-(1<->1')-(4E,14Z)-sphingadienine. It has a role as a marine metabolite. It derives from a sphinga-4E,14Z-dienine and an icosanoic acid. CCCCCCCCCCCCCCCCCCCC(=O)N[C@@H](CO[C@H]1[C@@H]([C@H]([C@H]([C@H](O1)CO)O)O)O)[C@@H](/C=C/CCCCCCCC/C=C\\CCC)O